FC(C(=O)[O-])(F)F.F[C@@]12C[NH2+]C[C@@](CC1)(N2)F (1R,5S)-1,5-difluoro-3,8-diazabicyclo[3.2.1]octan-3-ium 2,2,2-trifluoroacetate